2-(diphenylphosphinyl)-2-phenyl-1-(4-(trifluoromethylthio)phenyl)ethane-1-one C1(=CC=CC=C1)P(=O)(C(C(=O)C1=CC=C(C=C1)SC(F)(F)F)C1=CC=CC=C1)C1=CC=CC=C1